magnesium-zirconium-yttrium oxide [O-2].[Y+3].[Zr+4].[Mg+2]